(S)-5-((2-chlorobenzyl)oxy)-2-(6-fluorobenzo[d]oxazol-2-yl)-6-methoxy-1,2,3,4-tetrahydroisoquinoline-3-carboxylic acid methyl ester COC(=O)[C@H]1N(CC2=CC=C(C(=C2C1)OCC1=C(C=CC=C1)Cl)OC)C=1OC2=C(N1)C=CC(=C2)F